4-isopropyl-1-methyl-7-oxabicyclo[4.1.0]heptane C(C)(C)C1CCC2(OC2C1)C